iron-nickel sodium manganate [Mn](=O)(=O)([O-])[O-].[Na+].[Ni+2].[Fe+2]